FC(C(=O)O)(F)F.FC1=CC=C2C(N(C(=NC2=C1)[C@H]1CNCCC1)C)=O (R)-7-fluoro-3-methyl-2-(piperidin-3-yl)quinazolin-4(3H)-one trifluoroacetic acid salt